BrC=1C=NN(C1N)S(=O)(=O)C1=CC=C(C)C=C1 4-bromo-1-tosyl-1H-pyrazol-5-amine